methyl 1-(2-(2-methyl-1,3-dioxolan-2-yl) ethyl)-1H-imidazole-4-carboxylate CC1(OCCO1)CCN1C=NC(=C1)C(=O)OC